Di-tert-butyl (2-hydroxypropane-1,3-diyl)dicarbamate OC(CNC(OC(C)(C)C)=O)CNC(OC(C)(C)C)=O